ClC1=C(C=NN1C)C1CN(CC2=CC=CC=C12)C(=O)C1=NOC(=C1)C1=C(C=C(C=C1)F)F [4-(5-chloro-1-methyl-pyrazol-4-yl)-3,4-dihydro-1H-isoquinolin-2-yl]-[5-(2,4-difluorophenyl)isoxazol-3-yl]methanone